1,3-dioxoisoindolin-2-yl nonafluoro-n-butanesulfonate FC(C(C(C(S(=O)(=O)ON1C(C2=CC=CC=C2C1=O)=O)(F)F)(F)F)(F)F)(F)F